nonadec-4,6-diyne CCCC#CC#CCCCCCCCCCCCC